9-(4-chloro-2-fluoro-phenyl)-7-[(2R,4S)-2-[1-(3,3-difluorocyclobutyl)-6-keto-3-pyridyl]tetrahydropyran-4-yl]-2,3-dimethyl-pyrazino[1,2-a]pyrimidin-4-one ClC1=CC(=C(C=C1)C1=NC(=CN2C1=NC(=C(C2=O)C)C)[C@@H]2C[C@@H](OCC2)C2=CN(C(C=C2)=O)C2CC(C2)(F)F)F